COC1=NC=CC=C1CN1CCC(CC1)N1C2=C(N(C(C1=O)=O)C)C=CC(=N2)C 4-(1-((2-methoxypyridin-3-yl)methyl)piperidin-4-yl)-1,6-dimethyl-1,4-dihydropyrido[2,3-b]pyrazine-2,3-dione